1,3-bis(fluoro-aminophenyl)adamantane FC=1C(=C(C=CC1)C12CC3(CC(CC(C1)C3)C2)C2=C(C(=CC=C2)F)N)N